C(=C)C1=CC=C2C3=C1C(NC3=CC=C2)=O 3-vinyl-1H-benzo[ct]indol-2-one